iridium (III) bis(2-methyldibenzo-[f,h]quinoxaline) CC1=NC2=C3C(=C4C(=C2N=C1)C=CC=C4)C=CC=C3.CC3=NC4=C1C(=C2C(=C4N=C3)C=CC=C2)C=CC=C1.[Ir+3]